(2-(trimethylsilyl)ethoxymethyl)thiazol-2-amine C[Si](CCOCC=1N=C(SC1)N)(C)C